BrC=1C=CC(=NC1)C=1N(C(=C(N1)C1=NC2=C(N1C)C=C1C(=C2)OC(C(O1)(F)F)(F)F)S(=O)(=O)CC)C 2-[2-(5-bromopyridin-2-yl)-5-(ethylsulfonyl)-1-methyl-1H-imidazol-4-yl]-6,6,7,7-tetrafluoro-1-methyl-6,7-dihydro-1H-[1,4]dioxino[2,3-f]benzimidazole